4-methoxy-1,4'-bipiperidine COC1CCN(CC1)C1CCNCC1